Cl.O1N=C(C2=C1C=CC=C2)C2=C(C=CC=C2Br)[C@H](CC2=NC=CC=C2)N (S)-1-[2-(Benzo[d]isoxazol-3-yl)-3-bromophenyl]-2-(pyridine-2-yl)ethan-1-amine hydrochloride